N-(5-((4-chlorophenyl)oxy)-1,3,4-thiadiazol-2-yl)-2-cyano-5-(2-ethynylphenyl)isonicotinamide ClC1=CC=C(C=C1)OC1=NN=C(S1)NC(C1=CC(=NC=C1C1=C(C=CC=C1)C#C)C#N)=O